[4-[3,5-Bis(trifluoromethyl)phenoxy]-2,5-difluorophenyl]methanamine FC(C=1C=C(OC2=CC(=C(C=C2F)CN)F)C=C(C1)C(F)(F)F)(F)F